(8-methoxy-9-(2-methyl-2H-tetrazol-5-yl)-1-(thiophen-2-yl)-5,6-dihydroimidazo[5,1-a]isoquinolin-3-yl)((S)-2-methyl-2-((R)-2,2,2-trifluoro-1-hydroxyethyl)pyrrolidin-1-yl)methanone COC=1C=C2CCN3C(C2=CC1C=1N=NN(N1)C)=C(N=C3C(=O)N3[C@@](CCC3)([C@H](C(F)(F)F)O)C)C=3SC=CC3